FC=1C=C2C(C=CN3C2=C(C1C)OCC3C)=O 9-fluoro-3,10-dimethyl-2H-[1,4]oxazino[2,3,4-ij]quinolin-7(3H)-one